[Na+].O1[C@H](C1)C(=O)[O-] (2R)-oxirane-2-carboxylic acid, sodium salt